(S)-2-methylpentanoic acid C[C@H](C(=O)O)CCC